COC=1C=C(CN(C2=CC(=CC=C2)CN2CCOCC2)CC2=CC=C(C=C2)N2CCN(CC2)C)C=CC1 N-(3-methoxybenzyl)-N-(4-(4-methylpiperazin-1-yl)benzyl)-3-(morpholinomethyl)aniline